OC=1C=C(C=CC1[N+](=O)[O-])N1CCC2(CCN(CC2)C(=O)OC(C)(C)C)CC1 tert-butyl 9-(3-hydroxy-4-nitro-phenyl)-3,9-diazaspiro[5.5]undecane-3-carboxylate